The molecule is a kanamycin that is kanamycin A in which the 3''-amino group is replaced by a hydroxy group. It derives from a kanamycin A. It is a conjugate acid of a kanamycin D(3+). C1[C@@H]([C@H]([C@@H]([C@H]([C@@H]1N)O[C@@H]2[C@@H]([C@H]([C@@H]([C@H](O2)CO)O)O)O)O)O[C@@H]3[C@@H]([C@H]([C@@H]([C@H](O3)CN)O)O)O)N